CC=1C=C(C=C2C(C=COC12)=O)CN1[C@H]2CO[C@@H](C1)C2 8-methyl-6-[[(1R,4R)-2-oxa-5-azabicyclo[2.2.1]hept-5-yl]methyl]-4H-chromen-4-one